C(=C)C=1C(C2NC1C=C1C(=C(C(=N1)C=C1C(=CC(N1)=CC=1C=C(C(N1)=C2)C)C)CC)C)C dihydro-3-vinyl-8-ethyl-2,7,12,18-tetramethylporphyrin